((4-((2-cyano-4-nitrophenyl)diazenyl)phenyl)azanediyl)bis(ethane-2,1-diyl) bis((3-(triethoxysilyl)propyl)carbamate) C(C)O[Si](CCCNC(OCCN(CCOC(NCCC[Si](OCC)(OCC)OCC)=O)C1=CC=C(C=C1)N=NC1=C(C=C(C=C1)[N+](=O)[O-])C#N)=O)(OCC)OCC